benzyl ((S)-1-((3R,5'S)-5'-carbamoyl-2-oxospiro[indoline-3,3'-pyrrolidin]-1'-yl)-1-oxo-3-(2-oxopyrrolidin-1-yl)propan-2-yl)carbamate C(N)(=O)[C@@H]1C[C@@]2(CN1C([C@H](CN1C(CCC1)=O)NC(OCC1=CC=CC=C1)=O)=O)C(NC1=CC=CC=C12)=O